C(C1=CC=CC=C1)OC1=NN2C(N=C(C=C2)C(=O)O)=C1 (benzyloxy)pyrazolo[1,5-a]pyrimidine-5-carboxylic acid